methyl-1-(3-methyl-4-(3-(1-methyl-1H-pyrazol-4-yl)-1H-pyrazolo[3,4-c]pyridin-5-yl)phenyl)methylamine CNCC1=CC(=C(C=C1)C=1C=C2C(=CN1)NN=C2C=2C=NN(C2)C)C